(6-Chloropyridin-3-yl)-3,6-dihydro-2H-pyridine-1-carboxylic acid tert-butyl ester C(C)(C)(C)OC(=O)N1C(CC=CC1)C=1C=NC(=CC1)Cl